OC1=C(C=NC=C1)S(=O)(=O)C1=CC=C(C(=O)O)C=C1 4-[(4-hydroxy-3-pyridyl)sulfonyl]benzoic acid